COC1=C(C(=O)N[C@@H]2[C@@H](CCCC2)CC#C)C=CC(=C1)[N+](=O)[O-] 2-methoxy-4-nitro-N-[(1S,2S)-2-(prop-2-yn-1-yl)cyclohexyl]benzamide